Cobalt nickel phosphate P(=O)([O-])([O-])[O-].[Ni+2].[Co+2]